CNC1=CC=CC=C1 (E)-methylaniline